C(C)(=O)OC[C@H]1O[C@H]([C@@H](C1)OC(C)=O)N1C2=NC(=NC=C2N(C1=O)C\C=C\C1=CC=CC=C1)N ((2S,4R,5R)-4-acetoxy-5-(2-amino-7-(E)-cinnamyl-8-oxo-7,8-dihydro-9H-purin-9-yl)tetrahydrofuran-2-yl)methyl acetate